(4-Acrylpiperazin-1-yl)-6,7-dichloro-1-(2-isopropyl-4-methylpyridin-3-yl)-2-oxo-1,2-dihydro-1,8-naphthyridine-3-carbonitrile C(=O)(C=C)N1CCN(CC1)C1=C(C(N(C2=NC(=C(C=C12)Cl)Cl)C=1C(=NC=CC1C)C(C)C)=O)C#N